(R)-Cyclohexyl-{3-[3-(4-trifluoromethoxy-benzyl)-3H-imidazo[4,5-b]pyridin-2-yl]-propionylamino}-acetic acid C1(CCCCC1)[C@H](C(=O)O)NC(CCC1=NC=2C(=NC=CC2)N1CC1=CC=C(C=C1)OC(F)(F)F)=O